(R)-2,2,2-trifluoro-1-(5-fluoro-3-methylbenzofuran-2-yl)ethan-1-amine FC([C@H](N)C=1OC2=C(C1C)C=C(C=C2)F)(F)F